Quinoline-2,3,4-triamine N1=C(C(=C(C2=CC=CC=C12)N)N)N